C(C1=CC=CC=C1)OC=1C(=NC(=CC1)N1CCC(CC1)C(OC)OC)C 3-(benzyloxy)-6-(4-(dimethoxymethyl)piperidin-1-yl)-2-methylpyridine